C1(CCC1)CCCOC=1C=C(C=CC1OC)N1C(N[C@H](CC1)C)=O (S)-1-(3-(3-cyclobutylpropoxy)-4-methoxyphenyl)-4-methyltetrahydropyrimidin-2(1H)-one